benzenepropanoic acid, 3,5-bis(1,1-dimethylethyl)-4-hydroxy-octadecyl ester C1(=CC=CC=C1)CCC(=O)OCCC(C(C(CCCCCCCCCCCCC)C(C)(C)C)O)C(C)(C)C